C(C)(C)C1=CC=C(C=C1)N1NC(=CC1C1=CC(=C(C=C1)OC)OC)C=CC1=CC(=C(C=C1)OC)OC 1-(4-isopropylphenyl)-3-(3,4-dimethoxystyryl)-5-(3,4-dimethoxyphenyl)-pyrazoline